1-(4-(4-chloro-3,5-difluoro-1H-indole-2-carbonyl)piperazin-1-yl)-2-(difluoromethoxy)ethan-1-one ClC1=C2C(=C(NC2=CC=C1F)C(=O)N1CCN(CC1)C(COC(F)F)=O)F